ethyl N-[4-chloro-3-[4-(trifluoromethyl)imidazol-1-yl]phenyl]-N-[5-(3,5-dichloro-4-fluoro-phenyl)-5-(trifluoromethyl)-4H-isoxazol-3-yl]carbamate ClC1=C(C=C(C=C1)N(C(OCC)=O)C1=NOC(C1)(C(F)(F)F)C1=CC(=C(C(=C1)Cl)F)Cl)N1C=NC(=C1)C(F)(F)F